tert-butyl 4-[1-cyano-1-(3-ethyl-2-hydroxyquinolin-7-yl)ethyl]piperazine-1-carboxylate C(#N)C(C)(C1=CC=C2C=C(C(=NC2=C1)O)CC)N1CCN(CC1)C(=O)OC(C)(C)C